NC1=C2C(=NC=N1)N(N=C2C2=CC=C(C=C2)OC2=CC=CC=C2)[C@H]2CN(CCC2)C(C=C)=O (1-[(3R)-3-(4-Amino-3-(4-phenoxyphenyl)-1H-pyrazolo[3,4-d]pyrimidin-1-yl)piperidin-1-yl]prop-2-en-1-one)